C1(=CC=CC=C1)[C@@H](C)OC(=O)C1[C@H]2C3=CC=CC=C3[C@@H](C1)O2 (1R,8S)-11-Oxatricyclo[6.2.1.02,7]undeca-2,4,6-triene-9-carboxylic acid (R)-1-phenyl-ethyl ester